CCCCCCCCCCCCCCCC(=O)OCC(COC(=O)CCCCCCC/C=C\\C/C=C\\CCCCC)O The molecule is a 1,3-diglyceride in which the acyl groups at positions 1 and 3 are specified as palmitoyl (hexadecanoyl) and linoleoyl respectively. It is a diacylglycerol 34:2 and a 1,3-diglyceride. It derives from a hexadecanoic acid and a linoleic acid.